methyl-(1H-pyrazol-5-ylmethyl)-[(3R)-3-[6-(dimethylsulfamoylamino)-3-pyridyl]-3-[[(7S)-7-tert-butyl-5,6,7,8-tetrahydrothiazolo[5,4-b]quinoline-2-carbonyl]amino]propyl]ammonium C[NH+](CC[C@@H](NC(=O)C=1SC2=NC=3CC[C@@H](CC3C=C2N1)C(C)(C)C)C=1C=NC(=CC1)NS(N(C)C)(=O)=O)CC1=CC=NN1